ClC=1C=NN(C1)C(C(=O)OCCC=C(F)F)C 4,4-difluorobut-3-en-1-yl 2-(4-chloro-1H-pyrazol-1-yl)propanoate